(3-(2H-tetrazol-5-yl)phenyl)(3-(4-(2-(2-aminopyridin-3-yl)-5-phenyl-3H-imidazo[4,5-b]pyridin-3-yl)phenyl)azetidin-1-yl)methanone N=1NN=NC1C=1C=C(C=CC1)C(=O)N1CC(C1)C1=CC=C(C=C1)N1C(=NC=2C1=NC(=CC2)C2=CC=CC=C2)C=2C(=NC=CC2)N